2-((5-(4-ethylphenyl)-4H-1,2,4-triazol-3-yl)thio)-1-(4-fluorophenyl)propan-1-on C(C)C1=CC=C(C=C1)C=1NC(=NN1)SC(C(=O)C1=CC=C(C=C1)F)C